OC(C(=O)O)C.OC(C(=O)O)C.[Ti] titanium di(2-hydroxypropionic acid)